C1(CC1)C1=C(C(=NO1)C1=C(C=CC=C1)OC(F)(F)F)COC1C[C@H]2CC[C@@H](C1)N2C2=CC=C(/C(/N)=N/O)C=C2 (Z)-4-((1R,3R,5S)-3-((5-cyclopropyl-3-(2-(trifluoromethoxy)phenyl)isoxazol-4-yl)methoxy)-8-azabicyclo[3.2.1]octan-8-yl)-N'-hydroxybenzimidamide